2-Bromo-4-chloro-5-fluorobenzaldehyde BrC1=C(C=O)C=C(C(=C1)Cl)F